C(#N)C1=CC=C(N1)C=1C=NN(C1)C 5-cyano-2-(1-methyl-1H-pyrazol-4-yl)-1H-pyrrole